ClC=1C=C2C3=C(NC2=CC1)[C@@H](N(CC3)C3=NOC(=N3)C(F)F)CC(C)C (1S)-6-chloro-2-[5-(difluoromethyl)-1,2,4-oxadiazol-3-yl]-1-(2-methylpropyl)-2,3,4,9-tetrahydro-1H-pyrido[3,4-b]indole